(3aS,5aS,8R,9R,10aS)-9-(tert-butyl)-6-(4-cyanophenyl)-9-hydroxy-2,4,7-trioxodecahydrofuro[3'',2'':2',3']cyclopenta[1',2':3,4]furo[2,3-b]pyrrol-8-yl benzoate C(C1=CC=CC=C1)(=O)O[C@@H]1C23[C@@H](N(C1=O)C1=CC=C(C=C1)C#N)OC([C@]21[C@H](C[C@@]3(O)C(C)(C)C)OC(C1)=O)=O